C[Si](CCCSCCC[Si](C)(OCC)OCC)(OCC)OCC [3-(methyldiethoxysilyl) propyl] sulfide